C1(=CC=CC=C1)S(=O)(=O)NCC=1N=NN(C1)CC1=CC=C(C=C1)NC(=O)C(C(=O)OCC)CC(C)C Ethyl 2-[[4-[[4-(benzenesulfonamidomethyl)triazol-1-yl]methyl]phenyl]carbamoyl]-4-methyl-pentanoate